C(N)(=O)C1CCN(CC1)C(=O)OC1=CC=C(C=C1)C[C@@H](C(=O)OC(C)OC([C@@H](C)OCC1=CC=CC=C1)=O)NC([C@H](CC(C)C)NC(COC1=C(C=CC=C1)C)=O)=O 4-((2S)-3-(1-(((R)-2-(benzyloxy)propanoyl)oxy)ethoxy)-2-((S)-4-methyl-2-(2-(o-tolyloxy)acetamido)pentanamido)-3-oxopropyl)phenyl 4-carbamoylpiperidine-1-carboxylate